N-(5-cyano-4-((2-methoxyethyl)amino)pyridin-2-yl)-5-formyl-6-((4-methyl-2-oxopiperazine-1-yl)methyl)-1-isopropyl-1H-pyrrolo[3,2-b]pyridine-3-carboxamide C(#N)C=1C(=CC(=NC1)NC(=O)C1=CN(C=2C1=NC(=C(C2)CN2C(CN(CC2)C)=O)C=O)C(C)C)NCCOC